C(C1=CC=CC=C1)(=O)O[C@H]1[C@@H](OC[C@H]([C@@H]1OC(C1=CC=CC=C1)=O)OC(C1=CC=CC=C1)=O)C=1OC(=NN1)C1=NC2=CC=CC=C2C=C1 2-(2',3',4'-Tri-O-benzoyl-β-D-xylopyranosyl)-5-(quinolin-2-yl)-1,3,4-oxadiazole